ClC=1C=C(C=CC1C1=CN=CO1)NC(=O)[C@H]1COC2=CC=CC=C2C1 |r| racemic-N-(3-chloro-4-(1,3-oxazol-5-yl)phenyl)chroman-3-carboxamide